N(=C=O)CCCCN=C=O 1,4-diisocyanatobutane